C1(CC2C(CC1)O2)CC[Si](OC)(OC)OC 2-(3,4-epoxycyclohexyl)-ethyltrimethyloxysilane